ClC1=CC(=C(C=C1)CN1[C@](C2=C(C=C(C=C2C1=O)C(C)(C)O)F)(C1=CC=C(C=C1)Cl)OCC1(CC1)C(=O)N)S(=O)(=O)C 1-({[(1R)-2-[(4-Chloro-2-methansulfonylphenyl)methyl]-1-(4-chlorophenyl)-7-fluoro-5-(2-hydroxypropan-2-yl)-3-oxo-2,3-dihydro-1H-isoindol-1-yl]oxy}methyl)cyclopropan-1-carboxamid